COC=1C=C2C=CC(=C(C2=CC1)C1=CC=CC=C1)C(=O)[O-] 6-methoxy-1-phenyl-2-naphthoate